tert-butyl 5,8,11-trioxa-2-azatetradecan-14-oate CNCCOCCOCCOCCC(=O)OC(C)(C)C